FC(CN1[C@H](C=2NC3=CC=C(C=C3C2C[C@@H]1C)F)C1=C(C=C(C=C1F)NC1CN(C1)CCCF)F)F N-(4-((1S,3S)-2-(2,2-difluoroethyl)-6-fluoro-3-methyl-2,3,4,9-tetrahydro-1H-pyrido[3,4-b]indol-1-yl)-3,5-difluorophenyl)-1-(3-fluoropropyl)azetidin-3-amine